N-(4-methyl-2-(2-(pyridin-3-yl)ethyl)oxazol-5-yl)-2(S)-cyanopyrrolidine CC=1N=C(OC1N1[C@@H](CCC1)C#N)CCC=1C=NC=CC1